FC=1C=C(CN(C(=O)NC2=C3C=CN=CC3=CC=C2)CCN(C)C)C=CC1F 1-(3,4-difluorobenzyl)-1-(2-(dimethylamino)ethyl)-3-(isoquinolin-5-yl)urea